C12CN(CC(CC1)N2)C2=NC(=NC=1CC3(CCC4=CC=CC=C34)CCC21)OC[C@H]2N(CCC2)C(C)C 4-(3,8-Diazabicyclo[3.2.1]octan-3-yl)-2-[[(2S)-1-isopropylpyrrolidin-2-yl]methoxy]spiro[6,8-dihydro-5H-quinazoline-7,1'-indane]